BrC=1C=C(C=C2C3=C(N(C12)CC(F)(F)F)C=NC=C3)Cl 8-bromo-6-chloro-9-(2,2,2-trifluoroethyl)-9H-pyrido[3,4-b]indole